4-((5-(furan-2-yl)-2H-tetrazol-2-yl)methyl)-N-hydroxybenzoamide O1C(=CC=C1)C=1N=NN(N1)CC1=CC=C(C(=O)NO)C=C1